FC1(CCC(CC1)C(C(=O)NC1=NC=CC(=C1)CC1=CN(C(C=C1)=O)C)NC(=O)C1=CC=NN1C)F N-(1-(4,4-difluorocyclohexyl)-2-((4-((1-methyl-6-oxo-1,6-dihydro-pyridin-3-yl)methyl)pyridin-2-yl)amino)-2-oxoethyl)-1-methyl-1H-pyrazole-5-carboxamide